C(=CCCCCCCCCCCCCCCCC)N1C(=C(C(C2=CC=CC=C12)=O)OCC=C)C1=CC=CC=C1 N-octadecenyl-2-phenyl-3-(2-propen-1-yloxy)-quinolin-4-one